(R)-(3-Aminopiperidin-1-yl)(7-methoxy-2-(1-(2-methoxyethyl)-1H-indol-2-yl)-1-methyl-1H-benzo[d]imidazol-5-yl)methanon N[C@H]1CN(CCC1)C(=O)C1=CC2=C(N(C(=N2)C=2N(C3=CC=CC=C3C2)CCOC)C)C(=C1)OC